5-(2-(6-methylpyridin-2-yl)imidazo[1,2-a]pyrimidin-3-yl)-1-(tetrahydro-2H-pyran-2-yl)-1H-pyrazolo[3,4-b]pyridine CC1=CC=CC(=N1)C=1N=C2N(C=CC=N2)C1C=1C=C2C(=NC1)N(N=C2)C2OCCCC2